(1R,2S,5S)-N-((1S)-1-cyano-2-(2-carbonylindolin-3-yl)ethyl)-3-((S)-2-(2,2-difluoropropionylamino)-3,3-dimethylbutyryl)-6,6-dimethyl-3-azabicyclo[3.1.0]hexane-2-carboxamide C(#N)[C@H](CC1C(NC2=CC=CC=C12)=C=O)NC(=O)[C@@H]1[C@H]2C([C@H]2CN1C([C@H](C(C)(C)C)NC(C(C)(F)F)=O)=O)(C)C